C(C)C1(OC1)CN1C(N(C2=C1C=C(C=C2)[N+](=O)[O-])C)=O 3-[(2-Ethyl-oxiran-2-yl)methyl]-1-methyl-5-nitro-benzimidazol-2-one